3-[1-[2,6-difluoro-4-(6-isopropylsulfanyl-2-pyridyl)phenyl]-4-piperidyl]propionic acid FC1=C(C(=CC(=C1)C1=NC(=CC=C1)SC(C)C)F)N1CCC(CC1)CCC(=O)O